CC1(OB(OC1(C)C)C=1C=CC2=C(N(N=N2)COCC[Si](C)(C)C)C1)C 6-(4,4,5,5-tetramethyl-1,3,2-dioxaborolan-2-yl)-1-{[2-(trimethylsilyl)ethoxy]methyl}-1H-benzotriazole